O(C1=CC=CC=C1)C1=C(C=C(C=C1)N1C(N(C(NC1=O)=O)C1=CC=CC=C1)=O)OC(C)C 1-[4-phenoxy-3-(prop-2-yloxy)phenyl]-3-phenyl-1,3,5-triazine-2,4,6-trione